[Co].[Sn].[Cu] copper-tin-cobalt